N-(4-(4-(3-(3-(4-bromophenyl)ureido)phenyl)-2-(methylthio)-1H-imidazol-5-yl)pyridin-2-yl)acetamide BrC1=CC=C(C=C1)NC(NC=1C=C(C=CC1)C=1N=C(NC1C1=CC(=NC=C1)NC(C)=O)SC)=O